4H,5H,6H,7H-[1,3]thiazolo[5,4-e]pyridine hydrochloride Cl.S1C=NC2=C1CCCN2